4-[3-(methoxymethyl)azetidin-1-yl]-1-(4-nitrophenyl)piperidine COCC1CN(C1)C1CCN(CC1)C1=CC=C(C=C1)[N+](=O)[O-]